3-furyl-boronic acid pinacol ester O1C=C(C=C1)B1OC(C)(C)C(C)(C)O1